3-acetyl-4-methyl-7-({4-[4-methyl-2-(methylamino)thiazol-5-yl]pyrimidin-2-yl}amino)-2H-benzopyran-2-one C(C)(=O)C=1C(OC2=C(C1C)C=CC(=C2)NC2=NC=CC(=N2)C2=C(N=C(S2)NC)C)=O